BrC=1C=C(C=CC1)N1[C@H](CN(CC1)C(=O)C1=CC(=C(C=C1)S(=O)CC(=O)OCC)[N+](=O)[O-])C Ethyl 2-((4-((S)-4-(3-bromophenyl)-3-methylpiperazine-1-carbonyl)-2-nitrophenyl)sulfinyl)acetate